(1S)-1,5-Anhydro-1-[4-chloro-3-(4-methoxybenzyl)phenyl]-D-glucitol ClC1=C(C=C(C=C1)[C@H]1[C@H](O)[C@@H](O)[C@H](O)[C@H](O1)CO)CC1=CC=C(C=C1)OC